FC1=C(C[C@]2(OCCC2)CNC(=O)C2=NN(C(N2)=O)C)C=CC(=C1)F (S)-N-((2-(2,4-difluorobenzyl)tetrahydrofuran-2-yl)methyl)-1-methyl-5-oxo-4,5-dihydro-1H-1,2,4-triazole-3-carboxamide